N1(CCOCC1)C1=NC=2N(C(=N1)NCC(=O)OC)N=CC2C(F)(F)F methyl N-[2-(morpholin-4-yl)-8-(trifluoromethyl)pyrazolo[1,5-a][1,3,5]triazin-4-yl]glycinate